BrC=1C2=C(N(C(CC1CO[C@H]1COCC1)=O)CC1=CC(=C(C=C1)C)F)C=CC=C2 (R)-5-bromo-1-(3-fluoro-4-methylbenzyl)-4-(((tetrahydrofuran-3-yl)oxy)methyl)-1,3-dihydro-2H-benzo[b]azepin-2-one